rac-N-(5-((1r,3r)-3-(((4-isopropylpyridazin-3-yl)oxy)methyl)cyclobutyl)-1H-pyrazol-3-yl)-2-(methoxymethyl)pyrazolo[1,5-a]pyrazin-4-amine C(C)(C)C1=C(N=NC=C1)OCC1CC(C1)C1=CC(=NN1)NC=1C=2N(C=CN1)N=C(C2)COC